CC=C(C(=O)O)C.C(C(=C)C)(=O)OC methyl methacrylate (methyl 2-methylprop-2-enoate)